2-[[3-(1,3-dioxo-1H-benzo[de]isoquinolin-2(3H)-yl)propyl]thio]benzoic acid O=C1N(C(C2=C3C(C=CC=C13)=CC=C2)=O)CCCSC2=C(C(=O)O)C=CC=C2